NCC[S@](=O)(=N)C1=CC(=CC=C1)OCC1CCCCC1 |r| (±)-(2-aminoethyl)(3-(cyclohexylmethoxy)phenyl)(imino)-λ6-sulfanone